Cl.CC1(CCC(NC1)C(=O)OC)C Methyl 5,5-dimethylpiperidine-2-carboxylate hydrochloride